4-[4-(2,6-Bis-benzyloxy-pyridin-3-ylamino)-2-cyano-phenyl]-3,6-dihydro-2H-pyridine-1-carboxylic acid tert-butyl ester C(C)(C)(C)OC(=O)N1CCC(=CC1)C1=C(C=C(C=C1)NC=1C(=NC(=CC1)OCC1=CC=CC=C1)OCC1=CC=CC=C1)C#N